2-(6-cyano-4-(7-methoxy-1,3-dimethyl-2-oxo-1,2-dihydro-quinolin-5-yl)-7-(1-methyl-1H-pyrazol-4-yl)-3,4-dihydro-quinoxalin-1(2H)-yl)acetic acid ethyl ester C(C)OC(CN1CCN(C2=CC(=C(C=C12)C=1C=NN(C1)C)C#N)C1=C2C=C(C(N(C2=CC(=C1)OC)C)=O)C)=O